FC(C(=O)OCC)(C1=C(C=CC=C1)OC)F ethyl 2,2-difluoro-2-(2-methoxyphenyl)acetate